1-(5-(4-AMINO-7-(2-HYDROXY-2-METHYLPROPYL)-7H-PYRROLO[2,3-D]PYRIMIDIN-5-YL)IMIDAZO[1,2-A]PYRIDIN-8-YL)-3-(5-(1-(TRIFLUOROMETHYL)CYCLOPROPYL)ISOXAZOL-3-YL)UREA NC=1C2=C(N=CN1)N(C=C2C2=CC=C(C=1N2C=CN1)NC(=O)NC1=NOC(=C1)C1(CC1)C(F)(F)F)CC(C)(C)O